CC1(OB(OC1(C)C)C1=C(OCCCCCN2C(C3=CC=CC=C3C2=O)=O)C=CC=C1)C 2-[5-[2-(4,4,5,5-tetramethyl-1,3,2-dioxaborolan-2-yl)phenoxy]pentyl]isoindoline-1,3-dione